9-methyl-2,3-dihydro-1H-carbazole CN1C2=CC=CC=C2C=2CCCCC12